2-(4-(8-(6-(aminomethyl)quinolin-3-yl)-3-methyl-2-oxo-2,3-dihydro-1H-imidazo[4,5-c]quinolin-1-yl)phenyl)-2-methylpropanenitrile Trifluoroacetic Acid Salt FC(C(=O)O)(F)F.NCC=1C=C2C=C(C=NC2=CC1)C1=CC=2C3=C(C=NC2C=C1)N(C(N3C3=CC=C(C=C3)C(C#N)(C)C)=O)C